C(C)S(=O)(=O)C1=CC=C(C=C1)CC(=O)NC1=CC=C(C=C1)C1=NC2=C(N1CC1=CC(=CC=C1)F)C=C(C=C2)C 2-(4-(Ethylsulfonyl)phenyl)-N-(4-(1-(3-fluorobenzyl)-6-methyl-1H-benzo[d]imidazol-2-yl)phenyl)acetamide